3-{4-[8-amino-5-(4-aminocyclohex-1-en-1-yl)-3-methylimidazo[1,5-a]pyrazin-1-yl]naphthalen-1-yl}-1-[3,5-bis(trifluoromethyl)phenyl]urea NC=1C=2N(C(=CN1)C1=CCC(CC1)N)C(=NC2C2=CC=C(C1=CC=CC=C21)NC(NC2=CC(=CC(=C2)C(F)(F)F)C(F)(F)F)=O)C